ethyl 2-(7-bromo-4-(1,1-difluoroethyl)-1-oxo-1,2,3,4-tetrahydronaphthalen-2-yl)-2-oxoacetate BrC1=CC=C2C(CC(C(C2=C1)=O)C(C(=O)OCC)=O)C(C)(F)F